1,3-di-(2,4-diaminophenoxy)propane NC1=C(OCCCOC2=C(C=C(C=C2)N)N)C=CC(=C1)N